(S)-3-(3-(4-hydroxy-1-methyl-2-oxo-1,2-dihydropyridin-3-yl)ureido)-3-(3-(2-methoxybenzyl)phenyl)propanoic acid OC1=C(C(N(C=C1)C)=O)NC(N[C@@H](CC(=O)O)C1=CC(=CC=C1)CC1=C(C=CC=C1)OC)=O